The molecule is a glycosyloxyflavone that is scutellarein attached to a beta-D-glucopyranosyl residue at position 7 via a glycosidic linkage. It has a role as a plant metabolite. It is a glycosyloxyflavone, a trihydroxyflavone and a monosaccharide derivative. It derives from a scutellarein. C1=CC(=CC=C1C2=CC(=O)C3=C(C(=C(C=C3O2)O[C@H]4[C@@H]([C@H]([C@@H]([C@H](O4)CO)O)O)O)O)O)O